C1(CC1)C1=NC=CC(=C1)C1=NOC(=N1)[C@H](CC)NC(OC(C)(C)C)=O tert-butyl (S)-(1-(3-(2-cyclopropylpyridin-4-yl)-1,2,4-oxadiazol-5-yl)propyl)carbamate